5-chloro-8-((4-fluoro-1-(1H-pyrrol-3-yl)-1H-indol-6-yl)sulfonyl)-3-hydroxyquinazoline-2,4(1H,3H)-dione ClC1=C2C(N(C(NC2=C(C=C1)S(=O)(=O)C1=CC(=C2C=CN(C2=C1)C1=CNC=C1)F)=O)O)=O